methyl 2-[[3-[tert-butyl(dimethyl)silyl]oxy-2-methoxy-propyl]amino]thiazole-4-carboxylate [Si](C)(C)(C(C)(C)C)OCC(CNC=1SC=C(N1)C(=O)OC)OC